COC1=CC=C(COC=2C=C(C=3C(CCOC3C2)=O)C#N)C=C1 7-((4-Methoxybenzyl)oxy)-4-oxochroman-5-carbonitrile